C(COCCOCCOCCOCC=C)OC(CCS)=O 3-mercaptopropionic acid-3,6,9,12-tetraoxapentadec-14-enyl ester